NC1=CC=C(C=C1)C1=NC2=C(N1)C=C(C=C2)N 2-(4-aminophenyl)-1H-benzo[d]imidazol-6-amine